cholest-7-en-3beta-ol CC(C)CCC[C@@H](C)[C@H]1CC[C@H]2C3=CCC4C[C@H](CC[C@]4(C)[C@H]3CC[C@]12C)O